C(C)(C)(C)C(C(=O)OCC(OCC(OCC(C)OCCCC)C)C)CC1=CC=C(C=C1)N1CCC(CC1)N Tripropylenglycol n-Butyl ether tert-butyl-3-[4-(4-amino-1-piperidyl)phenyl]propanoate